3-chloro-N-(6-((2-(2,6-dioxopiperidin-3-yl)-1-oxoisoindolin-4-yl)thio)hexyl)adamantane-1-carboxamide ClC12CC3(CC(CC(C1)C3)C2)C(=O)NCCCCCCSC2=C3CN(C(C3=CC=C2)=O)C2C(NC(CC2)=O)=O